CC1=CC=CC(=N1)C1=NC=CC(=N1)NC1=NC(=NC=C1)NC=1C=NN(C1)CCC1CCNCC1 N4-[2-(6-methyl-2-pyridyl)pyrimidin-4-yl]-N2-[1-[2-(4-piperidyl)ethyl]pyrazol-4-yl]pyrimidine-2,4-diamine